bis(octyl)pentaerythritol diphosphite OP(O)OP(O)O.C(CCCCCCC)C(O)(C(CO)(CO)CO)CCCCCCCC